C=CC1=CC=C(C=C1)Cl p-Chlorostyrene